OB(C1=CC(=C(CN(C(=O)C2=CC(=C(C=C2)B(O)O)F)CCCC[C@@H](C(=O)N)N)C=C1)C(F)(F)F)O (S)-(4-((4-dihydroxyboryl-2-(trifluoromethyl)benzyl)(5,6-diamino-6-oxohexyl)carbamoyl)-2-fluorophenyl)boronic acid